BrC1=CC=C(C(=N1)NC(=O)C1NC2CC2(C1)C)COC 5-Methyl-2-aza-bicyclo[3.1.0]hexane-3-carboxylic acid (6-bromo-3-methoxymethyl-pyridin-2-yl)-amide